ClC1=C(C(=CC=C1F)Cl)C(C)OC=1C(=NC=C(C1)C=1C=NN(C1)CCN1CCOCC1)N 3-[1-(2,6-dichloro-3-fluoro-phenyl)-ethoxy]-5-[1-(2-morpholin-4-yl-ethyl)-1H-pyrazol-4-yl]-pyridin-2-ylamine